5-chloro-2-(2-methoxy-2-methylpropyl)pyrazolo[4,3-b]pyridine ClC=1C=CC=2C(N1)=CN(N2)CC(C)(C)OC